(1-(tert-butoxycarbonyl)-3-fluoroazetidine-3-yl)methyl-4-((8-isopropyl-2-(methylsulfonyl)pyrazolo[1,5-a][1,3,5]triazin-4-yl)amino)piperidine-1-carboxylate C(C)(C)(C)OC(=O)N1CC(C1)(F)COC(=O)N1CCC(CC1)NC1=NC(=NC=2N1N=CC2C(C)C)S(=O)(=O)C